1-[2-(pyridin-2-yl)-5H,6H,7H-cyclopenta[d]pyrimidin-4-yl]-1,4-diazepan-5-one N1=C(C=CC=C1)C=1N=C(C2=C(N1)CCC2)N2CCNC(CC2)=O